C(=C(Cl)Cl)(F)F dichlorodifluoroethylene